ClC1=C(CC2=NC3=C(N2[C@@H]2COCC2(C)C)C=C(C=C3)C(=O)O)C=C(C(=C1)C1=NC(=C(C=C1)F)OCC1=CC=C(C=C1)C#N)C (S)-2-(2-chloro-4-(6-((4-cyanobenzyl)oxy)-5-fluoropyridin-2-yl)-5-methylbenzyl)-1-(4,4-dimethyltetrahydrofuran-3-yl)-1H-benzo[d]imidazole-6-carboxylic acid